NCC(=O)[O-].NCC(=O)[O-].[Zn+2].C(#N)C(C(=O)NC(=O)OCC)=NNC1=CC(=C(C(=C1)Cl)OC1=CC=C2CCNC(C2=C1)=O)Cl (2-cyano-2-(2-(3,5-dichloro-4-((1-oxo-1,2,3,4-tetrahydroisoquinolin-7-yl)Oxy)phenyl)hydrazono)acetyl)urethane zinc di-glycinate